ClC=1C=C(C=C(C1CC1=C(C(=C(C=C1)O)C(C)C)F)Cl)CCC(=O)N(C)OC 3-(3,5-dichloro-4-(2-fluoro-4-hydroxy-3-isopropylbenzyl)phenyl)-N-methoxy-N-methylpropanamide